NC1=NC(=C(C=2N1C(N(N2)CCN(C)C2CC2)=O)C2=CC(=NC(=C2)C)C)C2=CC=CC=C2 5-amino-2-[2-[cyclopropyl-(methyl)amino]ethyl]-8-(2,6-dimethyl-4-pyridinyl)-7-phenyl-[1,2,4]triazolo[4,3-c]pyrimidin-3-one